4-chloro-2,6-difluorothionobenzoic acid 3,4,5-Trifluorophenyl ester FC=1C=C(C=C(C1F)F)OC(C1=C(C=C(C=C1F)Cl)F)=S